BrC1=CN=C2N1CCC(C2)C 3-Bromo-7-methyl-5,6,7,8-tetrahydroimidazo[1,2-a]pyridin